N1(CCNCC1)CCN 2-(piperazin-1-yl)ethanamine